BrC=1OC2=C(C1)C(=C(C=C2)C=O)O bromo-4-hydroxybenzofuran-5-carbaldehyde